rac.-10-amino-1H,3H,5H-spiro[benzo[d]pyrazolo[1,2-a][1,2]diazepine-2,1'-cyclopropane]-5,11(10H)-dione N[C@@H]1C2=C(C(N3N(C1=O)CC1(CC1)C3)=O)C=CC=C2 |r|